tert-butyl (S)-4-((2-chloro-5-(1-(difluoromethyl)-1H-pyrazol-3-yl)pyridin-4-yl)amino)azepane-1-carboxylate ClC1=NC=C(C(=C1)N[C@@H]1CCN(CCC1)C(=O)OC(C)(C)C)C1=NN(C=C1)C(F)F